(1R,2S,5S)-3-[(2S)-2-amino-2-cyclopropyl-acetyl]-6,6-dimethyl-3-azabicyclo[3.1.0]hexane-2-carboxylic acid N[C@H](C(=O)N1[C@@H]([C@H]2C([C@H]2C1)(C)C)C(=O)O)C1CC1